ethyl (7S)-14,14,15,15-tetradeuterio-9-(2,6-difluorophenyl)-7-methyl-13,16-dioxa-18-thia-2,3,5,8-tetrazatetracyclo[8.8.0.02,6.011,17]-octadeca-1(10),3,5,8,11(17)-pentaene-4-carboxylate [2H]C1(OCC=2C=3C(=N[C@H](C4=NC(=NN4C3SC2OC1([2H])[2H])C(=O)OCC)C)C1=C(C=CC=C1F)F)[2H]